N'-(2-naphthyl)-4-[5-(trifluoromethyl)-1,2,4-oxadiazol-3-yl]benzoyl-hydrazine C1=C(C=CC2=CC=CC=C12)NNC(C1=CC=C(C=C1)C1=NOC(=N1)C(F)(F)F)=O